ClC1=CC=2C3=C(NC(N(C2C=N1)CC)=O)C=C(C=C3)Cl 2,9-dichloro-5-ethyl-5,7-dihydro-6H-benzo[d]pyrido[4,3-f][1,3]diazepin-6-one